OC1=C(N2C(C3=CC(=CC=C13)N1CCCCC1)=NC=N2)C(=O)NCC(=O)O (6-Hydroxy-9-(piperidin-1-yl)-[1,2,4]triazolo[5,1-a]isoquinoline-5-carbonyl)glycine